C1(=CC=CC=C1)C1=CC=C(C=C1)NN p-phenyl-phenylhydrazine